ClC1=CC2=C(N=C(O2)N[C@H](C)[C@@H]2CC[C@@H](CC2)C2=CC=NC3=CC=C(C=C23)F)C=C1 6-chloro-N-((R)-1-((cis)-4-(6-fluoroquinolin-4-yl)cyclohexyl)ethyl)benzo[d]oxazol-2-amine